4-bromo-5-(trifluoromethyl)thiazol-2-amine BrC=1N=C(SC1C(F)(F)F)N